2-(p-tolyl)pyridine iridium(III) [Ir+3].C1(=CC=C(C=C1)C1=NC=CC=C1)C